FCCN1CC(C1)N(C([O-])=O)C=1N=CC2=C(C(=C(C=C2C1)C1=C(C2=C(OCCN2)N=C1)C)F)N 1-(2-Fluoroethyl)azetidin-3-yl(8-amino-7-fluoro-6-(8-methyl-2,3-dihydro-1H-pyrido[2,3-b][1,4]oxazin-7-yl)isoquinolin-3-yl)carbamate